4-(3-fluorophenyl)-1-(5-(isopropylthio)-4-(4-(trifluoromethyl)cyclohex-1-en-1-yl)thiazol-2-yl)-3-methyl-1H-pyrazole-5-carboxylic acid potassium salt [K+].FC=1C=C(C=CC1)C=1C(=NN(C1C(=O)[O-])C=1SC(=C(N1)C1=CCC(CC1)C(F)(F)F)SC(C)C)C